ClC1=C(C=C(C=C1C)N1N=C2C(CN(CC2)C(=O)OC(C)(C)C)=C1N1C(N(C=C1)C=1C=C2C=NN(C2=CC1)C)=O)C tert-Butyl 2-(4-chloro-3,5-dimethylphenyl)-3-[3-(1-methylindazol-5-yl)-2-oxoimidazol-1-yl]-6,7-dihydro-4H-pyrazolo[4,3-c]pyridine-5-carboxylate